1,2-dichlorophenyl isothiocyanate ClC1(C(C=CC=C1)Cl)N=C=S